OCC(C(C(C)C)OC(C(C)C)=O)(C)C isobutyric acid-1-hydroxy-2,2,4-trimethyl-3-pentyl ester